COC(=O)C1=CC2=C(N=C(S2)Br)C2=C1CCO2 2-bromo-6,7-dihydrobenzofuro[7,6-d]thiazole-5-carboxylic acid methyl ester